N-((2S,3R)-3-hydroxy-1-(((R)-3-methyl-1-((5R,7R)-5,6,7-trimethyl-4-oxo-1,3,6,2-dioxazaborocan-2-yl)butyl)amino)-1-oxobutan-2-yl)-6-phenylpicolinamide O[C@@H]([C@@H](C(=O)N[C@@H](CC(C)C)B1OC[C@H](N([C@@H](C(O1)=O)C)C)C)NC(C1=NC(=CC=C1)C1=CC=CC=C1)=O)C